1-{5-chloro-2-[(3S)-3,4-dimethylpiperazin-1-yl]pyrimidin-4-yl}-N-(2-{imidazo[1,2-a]pyridin-3-yl}propan-2-yl)azetidine-3-carboxamide ClC=1C(=NC(=NC1)N1C[C@@H](N(CC1)C)C)N1CC(C1)C(=O)NC(C)(C)C1=CN=C2N1C=CC=C2